methyl 8-fluoro-5-hydroxy-3-methoxy-2-naphthoate FC=1C=CC(=C2C=C(C(=CC12)C(=O)OC)OC)O